N-(4-(7-(2-(diethylamino)ethoxy)-6-methoxyquinazoline-4-yl)phenyl)-2-(4-(trifluoromethyl)phenyl)acetamide C(C)N(CCOC1=C(C=C2C(=NC=NC2=C1)C1=CC=C(C=C1)NC(CC1=CC=C(C=C1)C(F)(F)F)=O)OC)CC